C(C=C)(=O)N1CC(C1)N1C=CC2=CC(=CC(=C12)C#N)C1=CC(=CC2=CC=CC=C12)O 1-(1-acryloylazetidin-3-yl)-5-(3-hydroxynaphthalen-1-yl)-1H-indole-7-carbonitrile